4-(3-((3R,5R)-4-acryloyl-5-methylmorpholin-3-yl)-5-chlorophenyl)-1-methylpyridin-2(1H)-one C(C=C)(=O)N1[C@@H](COC[C@H]1C)C=1C=C(C=C(C1)Cl)C1=CC(N(C=C1)C)=O